4-(6-(2-methyl-4-(4-methylpiperazine-1-carbonyl)phenyl)imidazo[1,2-a]pyridin-3-yl)benzonitrile CC1=C(C=CC(=C1)C(=O)N1CCN(CC1)C)C=1C=CC=2N(C1)C(=CN2)C2=CC=C(C#N)C=C2